3-iodo-8-methyl-imidazo[1,2-a]pyridine-6-carboxylic acid IC1=CN=C2N1C=C(C=C2C)C(=O)O